CS(=O)(=O)CC12CC(C1)(C2)N2C(N1[C@@H](CN(CC1)C(=O)[O-])C2)=O (R)-2-(3-((methylsulfonyl) Methyl)bicyclo[1.1.1]pentan-1-yl)-3-oxohexahydroimidazo[1,5-a]pyrazine-7(1H)-carboxylate